7-chloro-4-(1-(5-(1-ethyl-1H-pyrazol-4-yl)pyrimidin-2-yl)piperidin-4-yl)-1-methyl-1,4-Dihydropyrido[2,3-b]pyrazine-2,3-dione ClC1=CC2=C(N(C(C(N2C)=O)=O)C2CCN(CC2)C2=NC=C(C=N2)C=2C=NN(C2)CC)N=C1